trans-1-(4-(3-fluorophenyl)-1-(2-methoxyethyl)pyrrolidin-3-yl)-3-(2-phenyl-2,4,5,6-tetrahydrocyclopenta[c]pyrazol-3-yl)urea FC=1C=C(C=CC1)[C@H]1[C@@H](CN(C1)CCOC)NC(=O)NC1=C2C(=NN1C1=CC=CC=C1)CCC2